C(#C)C1=C(C=C(C=C1C(=O)O)C(=O)O)C1=CC(=CC(=C1)C(=O)O)C(=O)O ethynylbiphenyl-3,3',5,5'-tetracarboxylic acid